5-chloro-N-((1r,4r)-4-((3-(1-(2-(methoxymethoxy)ethyl)-3-methyl-1H-indazol-5-yl)-2-oxo-2,3-dihydro-1H-benzo[d]imidazol-1-yl)methyl)cyclohexyl)-2-methylnicotinamide ClC=1C=NC(=C(C(=O)NC2CCC(CC2)CN2C(N(C3=C2C=CC=C3)C=3C=C2C(=NN(C2=CC3)CCOCOC)C)=O)C1)C